FC1=C(C(=C(C(=C1F)F)F)F)OC(C(C)C)=O 2-methylpropanoic acid perfluorophenyl ester